2-methyl-N-(1-(2-(1-((methylsulfonyl)methyl)-1H-pyrazol-4-yl)quinolin-4-yl)cyclopropyl)-4-((thiazol-4-ylmethoxy)methyl)benzamide CC1=C(C(=O)NC2(CC2)C2=CC(=NC3=CC=CC=C23)C=2C=NN(C2)CS(=O)(=O)C)C=CC(=C1)COCC=1N=CSC1